N,N'-dibutyl-hexamethylenediamine C(CCC)NCCCCCCNCCCC